(E)-3-(4-(9H-carbazol-9-yl)phenyl)-2-cyanoacrylic acid C1=CC=CC=2C3=CC=CC=C3N(C12)C1=CC=C(C=C1)/C=C(/C(=O)O)\C#N